ClC=1C=C2C=C(N(C2=CC1)C)C(=O)N1CCC(CC1)C(=O)C=1SC(=NN1)C=1C=NC=CC1 (5-Chloro-1-methyl-1H-indol-2-yl)(4-(5-(pyridin-3-yl)-1,3,4-thiadiazol-2-carbonyl)piperidin-1-yl)methanone